ClC=1C(N(C(=C(C1)C)C1=C(C=CC=C1F)F)CC)=O 3-chloro-6-(2,6-difluorophenyl)-1-ethyl-5-methylpyridin-2(1H)-one